C1=CC=CC=2C3=CC=CC=C3C(C12)COC(=O)OC1=CC=C(C=C1)CC(=O)ONC(OCC(Cl)(Cl)Cl)=O 2,2,2-trichloroethyl (2-(4-((((9H-fluoren-9-yl)methoxy)carbonyl)oxy)phenyl)acetoxy)carbamate